1-((4-chloro-6-(oxazol-2-yl)quinolin-7-yl)oxy)propan-2-one ClC1=CC=NC2=CC(=C(C=C12)C=1OC=CN1)OCC(C)=O